C1(CC1)C(=O)NC1=NC=CC(=N1)C(=O)NCCOC1=C(C=C(C=C1)C(F)(F)F)F 2-(cyclopropanecarboxamido)-N-(2-(2-fluoro-4-(trifluoromethyl)phenoxy)ethyl)pyrimidine-4-carboxamide